C(C)(C)(C)N1C=C(C=2C1=NC(=CC2)C(=O)N2CCN(CC2)C2=NC(=C(C(=O)O)C(=C2)C)C)C2=CC(=C(C=C2)Cl)F 6-(4-(1-(tert-butyl)-3-(4-chloro-3-fluorophenyl)-1H-pyrrolo[2,3-b]pyridine-6-carbonyl)piperazin-1-yl)-2,4-dimethylnicotinic acid